C1(=CC=CC=C1)SC1=CC=C(C=C1)C(C(CCCCCC)=O)=O 1-[4-(phenylsulfanyl)phenyl]octan-1,2-dione